1-chloro-7-chloropyrrolo[1,2-a]quinoxaline ClC1=CC=C2N1C1=CC=C(C=C1N=C2)Cl